Cl.NC(C([C@H](CC1=CC=CC=C1)NC(=O)C1=CC(=NN1C1=CC=C(C=C1)CNCC1=CC=CC=C1)C)=O)=O (S)-N-(4-AMINO-3,4-DIOXO-1-PHENYLBUTAN-2-YL)-1-(4-((BENZYLAMINO)METHYL)PHENYL)-3-METHYL-1H-PYRAZOLE-5-CARBOXAMIDE HYDROCHLORIDE